Propoxid [O-]CCC